4-HEXYLRESORCINOL C(CCCCC)C1=C(C=C(O)C=C1)O